ditert-butyl malate C(C(O)CC(=O)OC(C)(C)C)(=O)OC(C)(C)C